C(C)(C)(C)OC(=O)N1CCC2(CC1)CCN(CC2)C2CCC(CC2)N2N=C1C=C(C(=CC1=C2)NC(=O)C2=NC(=CC=C2)C(F)(F)F)OC 9-((1s,4s)-4-(6-methoxy-5-(6-(trifluoromethyl)pyridinecarboxamido)-2H-indazol-2-yl)cyclohexyl)-3,9-diazaspiro[5.5]undecane-3-carboxylic acid tert-butyl ester